C(C1=CC=CC=C1)N1CC=CC=C1 1-benzylpyridine